COC(=O)C=1C=C2C=CC(=NC2=CC1)OC1=CC(=CC(=C1)OC)NC(C)=O (3-acetamido-5-methoxyphenoxy)quinoline-6-carboxylic acid methyl ester